(2r,3s)-N-(2-(dimethylamino)ethyl)-N-methyl-2-((2s,4r)-2-(((1-methyl-1H-indazol-5-yl)methyl)carbamoyl)-4-(4-methylbenzyl)pyrrolidine-1-carbonyl)piperidine-3-carboxamide CN(CCN(C(=O)[C@@H]1[C@@H](NCCC1)C(=O)N1[C@@H](C[C@H](C1)CC1=CC=C(C=C1)C)C(NCC=1C=C2C=NN(C2=CC1)C)=O)C)C